6-methoxy-3H-imidazo[4,5-b]pyridin COC=1C=C2C(=NC1)NC=N2